C(CCCCCCC)N1C=NC=C1 1-(1-octyl)imidazole